C(C)(C)(C)OC(=O)NC1CC(C1)NC1=C2C(=NC(=C1)C1=CC=C(C=C1)N1CCN(CC1)C(=O)OC(C)(C)C)C=CS2 tert-butyl 4-(4-(7-(((1r,3r)-3-((tert-butoxycarbonyl)amino)cyclobutyl)amino)thieno[3,2-b]pyridin-5-yl)phenyl)piperazine-1-carboxylate